ClC=1C(=NC=CC1)N1N=C(C=C1C(=O)NC=1C(=CC=2N(C1C(=O)NC(C)C)N=CC2)C)N2CC(C2)(F)F 6-(1-(3-Chloropyridin-2-yl)-3-(3,3-difluoroazetidin-1-yl)-1H-pyrazol-5-carboxamido)-N-isopropyl-5-methylpyrazolo[1,5-a]pyridin-7-carboxamid